phospho-2',3'-dihydrospiro[chromane-4,1'-indene] P(=O)(=O)C1C2(C3=CC=CC=C3C1)CCOC1=CC=CC=C12